2,2,5-trimethyl-5-pentylcyclopentane-1-on CC1(C(C(CC1)(CCCCC)C)=O)C